zirconium silicate vanadium [V+5].[Si]([O-])([O-])([O-])[O-].[Zr+4]